FC1=C(C(=C(C=C1C1=NC(=NO1)[C@@H]1[C@H](C1)F)F)C)NC(=O)C1=CN=C2N1C=CC=C2 N-(2,5-difluoro-3-(3-((1R,2S)-2-fluorocyclopropyl)-1,2,4-oxadiazol-5-yl)-6-methylphenyl)imidazo[1,2-a]pyridine-3-carboxamide